tert-Butyl 3-(ethyl(methyl)amino)azetidine-1-carboxylate C(C)N(C1CN(C1)C(=O)OC(C)(C)C)C